8-(2,4-Dichlorophenyl)-9-(2,3-difluoro-4-((1-(3-fluoropropyl)azetidin-3-yliden)methyl)phenyl)-6,7-dihydro-5H-benzo[7]annulen ClC1=C(C=CC(=C1)Cl)C=1CCCC2=C(C1C1=C(C(=C(C=C1)C=C1CN(C1)CCCF)F)F)C=CC=C2